OCCN1C(N(C(C1=O)(C)C)CCO)=O bis(2-hydroxyethyl)-5,5-dimethylhydantoin